C(C)(C)(C)OC(CCCC(NCCOCCOCCOCCO)=O)=O 1-hydroxy-13-oxo-3,6,9-trioxa-12-aza-heptadecane-17-oic acid tert-butyl ester